COC1=CC=C(CN(S(=O)(=O)CCCOC2=NC3=CC(=C(C=C3C=N2)Br)C(F)(F)P(OCC)(OCC)=O)CC2=CC=C(C=C2)OC)C=C1 diethyl ((2-(3-(N,N-bis(4-methoxybenzyl)sulfamoyl)propoxy)-6-bromoquinazolin-7-yl)difluoromethyl)phosphonate